ClC1=CC=C(C=C1)C1=NC(=NC(=N1)C=1C=CC2=C(OC3=C2C=CC=C3)C1)C1=CC=CC=C1 2-(4-chlorophenyl)-4-(dibenzo[b,d]furan-3-yl)-6-phenyl-1,3,5-triazine